1-(5-chloropyridin-3-yl)-3-[[2-(difluoromethoxy)pyridin-4-yl]methyl]urea ClC=1C=C(C=NC1)NC(=O)NCC1=CC(=NC=C1)OC(F)F